C(C(=C)C)(=O)OCCOCCOCCOCCOCCOCCOCCOC(COC)N=[N+]=[N-] 2-azidooctaethylene glycol methyl ether methacrylate